1-benzyl-6-methyl-2-phenyl-2,3-dihydropyridin C(C1=CC=CC=C1)N1C(CCC=C1C)C1=CC=CC=C1